C1(CC1)C1=C(C=C(C=C1)NC1=NC=2N(C(=C1)NC1=NC=CC=C1)N=CC2C#N)C[S@](=O)C |r| (±)-5-((4-Cyclopropyl-3-((methylsulfinyl)methyl)phenyl)amino)-7-(pyridin-2-ylamino)pyrazolo[1,5-a]pyrimidin-3-carbonitril